5-(trifluoromethyl)bicyclo[3.1.1]heptane FC(C12CCCC(C1)C2)(F)F